C(C)(C)(C)C(CCC)N(NC(=O)C1=C(C2=C(OCCO2)C=C1)C)C(C1=CC(=CC(=C1)C)C)=O 5-Methyl-2,3-dihydro-benzo[1,4]dioxine-6-carboxylic acid N'-(1-tert-butyl-butyl)-N'-(3,5-dimethyl-benzoyl)-hydrazide